COCCOC1=CC=C(C(S\C(=C(\C)/N(C=O)CC=2C(=NC(=NC2)C)N)\CCO)=O)C=C1 (Z)-S-(2-(N-((4-amino-2-methylpyrimidin-5-yl)methyl)formamido)-5-hydroxypent-2-en-3-yl) 4-(2-methoxyethoxy)benzothioate